CC(CO)(C=C=C(C)C)C 2,2,5-trimethylhexa-3,4-dien-1-ol